tert-butyl (3-(2-oxo-1,2-dihydropyrimidin-5-yl)benzyl)carbamate O=C1NC=C(C=N1)C=1C=C(CNC(OC(C)(C)C)=O)C=CC1